O1CCCC1 (RS)-tetrahydrofuran